2-((3-(benzyloxy)-6-methylpyridin-2-yl)(hydroxy)methyl)pyrrolidine-1-carboxylic acid tert-butyl ester C(C)(C)(C)OC(=O)N1C(CCC1)C(O)C1=NC(=CC=C1OCC1=CC=CC=C1)C